O=C1NC(=C(C2=CC=CC=C12)C1=CC=C(C#N)C=C1)C1=CC=C(C#N)C=C1 4,4'-(1-oxo-1,2-dihydroisoquinoline-3,4-diyl)dibenzonitrile